CC(C)(C=CC(C)(OOC(C)(C)C)C)OOC(C)(C)C 2,5-dimethyl-2,5-bis(1,1-dimethylethylperoxy)hexaneN